C(CCCCCCC\C=C/CCCCCCCC)(=O)O.C(CCCCCCC\C=C/CCCCCCCC)(=O)O.OCC(O)CO.OCC(O)CO.OCC(O)CO triglycerine dioleate